o-{(γ-(dimethylamino)propyl)aminocarbonyl}benzoic acid CN(CCCNC(=O)C1=C(C(=O)O)C=CC=C1)C